8-chloro-N-(cyclobutylmethyl)-7,9-dimethyl-pyrido[3',2':4,5]furo[3,2-d]pyrimidin-4-amine ClC1=C(C2=C(OC3=C2N=CN=C3NCC3CCC3)N=C1C)C